BrC=1C=C(C=2N(C1)C[C@H](N2)C)C(=O)N[C@H](C)C2=CC(=CC(=C2)C(F)(F)F)O (R)-6-bromo-N-((R)-1-(3-hydroxy-5-(trifluoromethyl)phenyl)ethyl)-2-methyl-2,3-dihydroimidazo[1,2-a]pyridine-8-carboxamide